NC=1C=2N(C=CN1)C(=NC2C2=CC=C(CNC(C1=C(C=CC=C1)OC)=O)C=C2)C2CCC(CC2)OC N-{4-[8-Amino-3-(4-methoxy-cyclohexyl)-imidazo[1,5-a]pyrazin-1-yl]-benzyl}-2-methoxy-benzamide